N[C@@H]1C2=C(N=CO2)CC12CCN(CC2)C=2N=CC(=NC2CO)SC2=C(C(=NC=C2)N2CC(C2)C(C)(C)O)Cl (S)-2-(1-(4-(5-(6-amino-4,6-dihydrospiro[cyclopenta[d]oxazole-5,4'-piperidine]-1'-yl)-6-(hydroxymethyl)pyrazin-2-ylsulfanyl)-3-chloropyridin-2-yl)azetidin-3-yl)propan-2-ol